5-Hydroxypentyl octanoate C(CCCCCCC)(=O)OCCCCCO